3-isopropyl-5-nitrobenzo[d]oxazol-2(3H)-one C(C)(C)N1C(OC2=C1C=C(C=C2)[N+](=O)[O-])=O